methyl 4-methyl-1H-pyrrolo[3,2-c]pyridine-6-carboxylate CC1=NC(=CC2=C1C=CN2)C(=O)OC